5-bromo-6-cyclopropyl-4-(methoxymethoxy)benzofuran BrC=1C(=CC2=C(C=CO2)C1OCOC)C1CC1